2-[2-fluoro-4-(1-methyl-4-pyridin-4-yl-1H-pyrazol-3-yl)-phenoxymethyl]-quinoline FC1=C(OCC2=NC3=CC=CC=C3C=C2)C=CC(=C1)C1=NN(C=C1C1=CC=NC=C1)C